4-(5-(2,6-dimethylphenoxy)-1-methyl-2-oxo-1,2-dihydropyridin-4-yl)-2-(2-fluoro-3-(hydroxymethyl)phenyl)-6-methyl-1-tosyl-1,6-dihydro-7H-pyrrolo[2,3-c]pyridin-7-on CC1=C(OC=2C(=CC(N(C2)C)=O)C=2C3=C(C(N(C2)C)=O)N(C(=C3)C3=C(C(=CC=C3)CO)F)S(=O)(=O)C3=CC=C(C)C=C3)C(=CC=C1)C